[N+](=O)([O-])C1=C(C(=CC(=C1)C(F)(F)F)[N+](=O)[O-])N(CCCCCC(=O)O)CCC N-(2,6-dinitro-4-trifluoromethylphenyl)-N-propyl-6-aminocaproic acid